1-trimethoxysilyl-6-bis(triethoxysilylpropylamino)methylsilylhexane CO[Si](CCCCCC[SiH2]C(NCCC[Si](OCC)(OCC)OCC)NCCC[Si](OCC)(OCC)OCC)(OC)OC